2-methoxy-5-(6-(4,4,5,5-tetramethyl-1,3,2-dioxaborolan-2-yl)-2,3-dihydrobenzo[b][1,4]dioxin-2-yl)pyridine COC1=NC=C(C=C1)C1COC2=C(O1)C=CC(=C2)B2OC(C(O2)(C)C)(C)C